(E)-5-bromo-1'-methyl-1-(2-(piperidin-1-yl)ethyl)-[3,3'-biindolinylidene]-2,2'-dione hydrochloride Cl.BrC=1C=C2\C(\C(N(C2=CC1)CCN1CCCCC1)=O)=C\1/C(N(C2=CC=CC=C12)C)=O